FC=1C(=NC(=NC1)C1CN(CC1)C(=O)C=1N=C(C2=C(N1)OC(=C2)C)NC2(CC2)C)C [3-(5-fluoro-4-methylpyrimidin-2-yl)pyrrolidine-1-carbonyl]-6-methyl-N-(1-methylcyclopropyl)furo[2,3-d]pyrimidin-4-amine